C(C)OC(=C)C=1C=C(C=CC1)C1(CC1)C(=O)OC methyl 1-[3-(1-ethoxyvinyl)phenyl]cyclopropanecarboxylate